C([C@@H]1[C@@H]([C@@H]([C@H]([C@H](O1)OC2[C@H]([C@H](C([C@H]([C@@H]2O)O)O)O)O)O)O)O)O 3-O-α-D-galactopyranosyl-D-myo-inositol